FC(C1(CC1)C=1C=C(N)C=CC1)(C1=NN=CN1C)F 3-(1-(difluoro(4-methyl-4H-1,2,4-triazol-3-yl)methyl)cyclopropyl)aniline